β-(3-acenaphthoyl)propionic acid C1CC=2C(=CC=C3C=CC=C1C23)C(=O)CCC(=O)O